N-(4-chloro-1H-indol-6-yl)-5-[1-(2-methoxyethyl)-1H-pyrazol-4-yl]-1H-1,3-benzodiazol-2-amine ClC1=C2C=CNC2=CC(=C1)NC1=NC2=C(N1)C=CC(=C2)C=2C=NN(C2)CCOC